4-[(3S)-3-aminopyrrolidin-1-yl]-3-(3,5-difluorophenyl)-5-(piperidine-1-carbonyl)pyridine-2-carbonitrile N[C@@H]1CN(CC1)C1=C(C(=NC=C1C(=O)N1CCCCC1)C#N)C1=CC(=CC(=C1)F)F